NC1=C2C(=NC=N1)N(N=C2C#CC=2C=C(C=CC2C)NC(=O)N2OCC[C@@H]2C2=CC(=CC=C2)C#N)CC (R)-N-(3-((4-amino-1-ethyl-1H-pyrazolo[3,4-d]pyrimidin-3-yl)ethynyl)-4-methylphenyl)-3-(3-cyanophenyl)isoxazolidin-2-carboxamide